B(O)(O)O.C(C)[SiH](CC)CC triethylsilane borate